4-amino-6-bromo-3-chloro-5-fluoropicolinic acid NC1=C(C(=NC(=C1F)Br)C(=O)O)Cl